dimethylphenyl-p-phenylenediamine CN(C1=CC=C(C=C1)NC1=CC=CC=C1)C